hexadecyl ((S)-(((2R,3S,5R)-5-(6-amino-2-fluoro-9H-purin-9-yl)-2-ethynyl-3-hydroxytetrahydrofuran-2-yl)methoxy)(phenoxy)phosphoryl)-L-phenylalaninate NC1=C2N=CN(C2=NC(=N1)F)[C@H]1C[C@@H]([C@@](O1)(C#C)CO[P@](=O)(OC1=CC=CC=C1)N[C@@H](CC1=CC=CC=C1)C(=O)OCCCCCCCCCCCCCCCC)O